[NH4+].[NH4+].C(C)N1CSC2=C1C=CC(=C2)S(=O)(=O)[O-].C(C)N2CSC1=C2C=CC(=C1)S(=O)(=O)[O-] di(3-ethyl-benzothiazole-6-sulfonic acid) diammonium salt